N-((3S,4S)-1,3-dimethylpiperidin-4-yl)-6-(3-((2-methoxy-4-(methylsulfonyl)phenyl)amino)prop-1-yn-1-yl)-1-(thiophen-3-ylmethyl)-1H-benzo[d]imidazole-4-carboxamide CN1C[C@@H]([C@H](CC1)NC(=O)C1=CC(=CC=2N(C=NC21)CC2=CSC=C2)C#CCNC2=C(C=C(C=C2)S(=O)(=O)C)OC)C